(R)-N-(7-oxo-1-(5-phenyl-1H-imidazol-2-yl)nonyl)-2-azaspiro[3.5]nonane-7-carboxamide O=C(CCCCC[C@H](C=1NC(=CN1)C1=CC=CC=C1)NC(=O)C1CCC2(CNC2)CC1)CC